N-(((9H-fluoren-9-yl)methoxy)carbonyl)-O-cyclobutyl-L-serine C1=CC=CC=2C3=CC=CC=C3C(C12)COC(=O)N[C@@H](COC1CCC1)C(=O)O